(4-chlorobenzoyl)-2-oxo-spiro[indoline-3,4'-piperidine]-5-carboxylic acid ClC1=CC=C(C(=O)N2CCC3(CC2)C(NC2=CC=C(C=C23)C(=O)O)=O)C=C1